CC=1OC(=CN1)C(=O)N 2-methyloxazole-5-carboxamide